2,6-dimethyl pyridine-2,6-dicarboxylate N1=C(C=CC=C1C(=O)OC)C(=O)OC